O=S1(OC2=C(O1)C=CC(=C2)C[C@@H](C(=O)N(C)OC)NC(OC(C)(C)C)=O)=O (S)-tert-Butyl (3-(2,2-dioxidobenzo[d][1,3,2]dioxathiol-5-yl)-1-(methoxy(methyl)amino)-1-oxopropan-2-yl)carbamate